6-(2-hydroxyethyl)-2'-deoxyadenosine OCCC1(C2=NCN([C@H]3C[C@H](O)[C@@H](CO)O3)C2=NC=N1)N